5-chloro-4-(6,6-difluoro-3-azabicyclo[3.1.0]hex-3-yl)-2-(4-pyridinyl)-1H-pyrimidin-6-one ClC1=C(N=C(NC1=O)C1=CC=NC=C1)N1CC2C(C2C1)(F)F